(R)-4-(3-(3-aminopiperidine-1-carbonyl)-1-(3-fluoro-4-methoxyphenyl)-1H-pyrazole-5-yl)benzonitrile N[C@H]1CN(CCC1)C(=O)C1=NN(C(=C1)C1=CC=C(C#N)C=C1)C1=CC(=C(C=C1)OC)F